[NH+]=1NC=C2C1C=CC=C2 BENZODIAZOLIUM